CC=1N=CN(C1)C=1C=C(C=C(C1)C(F)(F)F)NC(=O)C1=CSC=2CN(CCC21)CC=2C=NC=NC2 N-(3-(4-Methyl-1H-Imidazol-1-yl)-5-(Trifluoromethyl)Phenyl)-6-(Pyrimidin-5-Ylmethyl)-4,5,6,7-Tetrahydrothieno[2,3-c]Pyridin-3-Carboxamid